ClC=1C=C(C=CC1Cl)C=1N[C@H]2[C@H](N1)NC(C2)C(=O)OC(C)(C)C Tert-butyl (3aS,6aR)-2-(3,4-dichlorophenyl)-3a,4,6,6a-tetrahydropyrrolo-imidazole-5(1H)-carboxylate